CN(C)[S+](N(C)C)N(C)C.[N+](=O)([O-])C=1C=C(C=CC1)O 3-nitrophenol tris(dimethylamino)sulfonium salt